BrC1=C2C=CN=CC2=C2C(=C1)C=C(C=C2)C(=O)OC methyl 5-bromobenzo[h]isoquinoline-8-carboxylate